3-Aminophenyl trifluoromethanesulfonate FC(S(=O)(=O)OC1=CC(=CC=C1)N)(F)F